CC1(CCN(CC1)C(C=C)=O)C#CC1=CC=C(C=C1)C(F)(F)F 1-(4-methyl-4-((4-(trifluoromethyl)phenyl)ethynyl)piperidin-1-yl)prop-2-en-1-one